N=1C=CN2C1C=CC(=C2)C2=CNC1=NC=C(C=C12)C(=O)N1C2CN(CC1CC2)C (3-(imidazo[1,2-a]pyridin-6-yl)-1H-pyrrolo[2,3-b]pyridin-5-yl)(3-methyl-3,8-diazabicyclo[3.2.1]octan-8-yl)methanone